BrCCCC bromon-butane